FC=1C=C(CNC(=O)C2=C3NC(=NC3=NC=N2)[C@@H]2N(CCC2)C(=O)OCC2=CC=CC=C2)C=CC1 Benzyl (R)-2-(6-((3-fluorobenzyl)carbamoyl)-7H-purin-8-yl)pyrrolidine-1-carboxylate